isovaleric acid-2-methylbutyl ester CC(COC(CC(C)C)=O)CC